1-ethylpyrazolidine-3,5-dione C(C)N1NC(CC1=O)=O